6-(1-(1-(1-acryloylpiperidine-4-carbonyl)azetidin-3-yl)-1H-pyrazol-4-yl)-4-methoxypyrazolo[1,5-a]pyridine-3-carbonitrile C(C=C)(=O)N1CCC(CC1)C(=O)N1CC(C1)N1N=CC(=C1)C=1C=C(C=2N(C1)N=CC2C#N)OC